ClC=1C=C(C=NC1N1N=CC=N1)NC(=O)C1OC(C(C1)=O)(C)C N-(5-chloro-6-(2H-1,2,3-triazol-2-yl)pyridin-3-yl)-5,5-dimethyl-4-oxotetrahydrofuran-2-carboxamide